C(C)(C)C=1C(=NNC1C=1C=C(C=2N(C1)N=CN2)C)C=2C=C1CCNC(C1=CC2)=O 6-(4-isopropyl-5-(8-methyl-[1,2,4]triazolo[1,5-a]pyridin-6-yl)-1H-pyrazol-3-yl)-3,4-dihydroisoquinolin-1(2H)-one